5-(3-methoxy-2,6-dimethyl-phenyl)-2,3-dimethyl-pyrrolo[2,3-b]pyrazine-7-carbonitrile COC=1C(=C(C(=CC1)C)N1C=C(C=2C1=NC(=C(N2)C)C)C#N)C